(2-chloro-6-fluorophenyl)-2-((4-(4-isopropylpiperazin-1-yl)phenyl)amino)-8,9-dihydroimidazo[1,2-a]pyrimido[5,4-e]pyrimidin-5(6H)-one ClC1=C(C(=CC=C1)F)C1=NC(=NC2=C1C(NC=1N2CCN1)=O)NC1=CC=C(C=C1)N1CCN(CC1)C(C)C